(E)-3-(4-bromophenylsulphonyl)-1-phenyl-2-propen-1-one BrC1=CC=C(C=C1)S(=O)(=O)/C=C/C(=O)C1=CC=CC=C1